FC(CN1N=NC2=C1C=C(C=C2)C=2C=CN1N=C(N=CC12)N[C@@H]1[C@@H](CN(CC1)C1(COC1)C#N)F)F 3-((3R,4S)-4-((5-(1-(2,2-Difluoroethyl)-1H-benzo[d][1,2,3]triazol-6-yl)pyrrolo[2,1-f][1,2,4]triazin-2-yl)amino)-3-fluoropiperidin-1-yl)oxetane-3-carbonitrile